1,4,7-trimethyl-1H-benzotriazole CN1N=NC2=C1C(=CC=C2C)C